C(C1CO1)OC[Si](OC)(OC)OC glycidyloxymethyltrimethoxysilane